O=C1NC=C(C(N1CC1=C(C=CC=C1)F)=O)C(=O)NC1=CC=NC=C1 2,4-Dioxo-3-(2-fluorobenzyl)-N-(pyridin-4-yl)-1,2,3,4-tetrahydropyrimidine-5-carboxamide